(Z)-2-(1-(3-(3,4-Difluorophenoxy)benzylidene)-5-fluoro-2-methyl-1H-inden-3-yl)acetic acid FC=1C=C(OC=2C=C(\C=C/3\C(=C(C4=CC(=CC=C34)F)CC(=O)O)C)C=CC2)C=CC1F